4-bromobutyl butyrate C(CCC)(=O)OCCCCBr